cyclopentanetetra-yl bis(octadecylphosphite) C(CCCCCCCCCCCCCCCCC)P1(OC23C(CCC2)(O1)OP(O3)([O-])CCCCCCCCCCCCCCCCCC)[O-]